OCCCN(O)CCCO N,N-bis(hydroxypropyl)hydroxylamine